N[C@@H](C(=O)NC1=C(C=CC=C1)Br)CC1=CC=CC=C1 (R)-2-amino-3-phenyl-N-(2-bromophenyl)-propionamide